2-(4,4-dimethyl-1-piperidyl)-8-[(1R)-1-[2-(1-hydroxy-8-methoxy-2,3,1-benzoxazaborinin-6-yl)anilino]ethyl]-3,6-dimethyl-chromen-4-one CC1(CCN(CC1)C=1OC2=C(C=C(C=C2C(C1C)=O)C)[C@@H](C)NC1=C(C=CC=C1)C=1C=C(C2=C(C=NOB2O)C1)OC)C